[4,6-dihydroxy-3-methyl-2-(2-pyridylmethoxy)phenyl]-(6-methoxy-3,4-dihydro-1H-isoquinolin-2-yl)methanone OC1=C(C(=C(C(=C1)O)C(=O)N1CC2=CC=C(C=C2CC1)OC)OCC1=NC=CC=C1)C